octyldipropenylphenol C(CCCCCCC)C1=C(C(=C(C=C1)O)C=CC)C=CC